methyl 2-((tert-butoxycarbonyl)amino)-7-((5,6,7,8-tetrahydronaphthalen-2-yl)oxy)-1,2,3,4-tetrahydronaphthalene-2-carboxylate C(C)(C)(C)OC(=O)NC1(CC2=CC(=CC=C2CC1)OC1=CC=2CCCCC2C=C1)C(=O)OC